Methyl (2R)-2-{[1-(2,5-difluorophenyl)-5-(3,4-difluorophenyl)-1H-pyrazol-3-yl]oxy}propanoate FC1=C(C=C(C=C1)F)N1N=C(C=C1C1=CC(=C(C=C1)F)F)O[C@@H](C(=O)OC)C